N-[4-(3-cyanophenyl)-5-[2-(methoxymethyl)-6-methyl-4-pyridinyl]thiazol-2-yl]-2-oxa-6-azaspiro[3.3]heptane-6-carboxamide C(#N)C=1C=C(C=CC1)C=1N=C(SC1C1=CC(=NC(=C1)C)COC)NC(=O)N1CC2(COC2)C1